C(C)(C)(C)OC(=O)C1NC(C(C1C1=CC(=CC=C1)Cl)C1=C(C=C(C=C1)Cl)F)CC1(CCCCC1)C 4-(4-chloro-2-fluorophenyl)-3-(3-chlorophenyl)-5-((1-methylcyclohexyl)methyl)pyrrolidine-2-carboxylic acid tert-butyl ester